S(=O)(=O)(ON1[C@@H]2CC[C@H](N(C1=O)C2)C(NS(=O)(=O)C2=CC=C(C=C2)F)=N)O (2S,5R)-2-(N-((4-fluorophenyl) sulfonyl) carbamimidoyl)-7-oxo-1,6-diazabicyclo[3.2.1]octan-6-yl hydrogen sulfate